(1s,4s)-4-(8-(2-chloro-3-fluorophenylamino)-2-(tetrahydro-2H-pyran-4-ylamino)-9H-purin-9-yl)cyclohexanecarboxamide ClC1=C(C=CC=C1F)NC=1N(C2=NC(=NC=C2N1)NC1CCOCC1)C1CCC(CC1)C(=O)N